BrC=1C2=C(C=NC1)N=C(N2C)N(CC2=C(C=C(C=C2)OC)OC)CC2=C(C=C(C=C2)OC)OC 7-bromo-N,N-bis(2,4-dimethoxybenzyl)-1-methyl-1H-imidazo[4,5-c]pyridin-2-amine